7-fluoroquinoline-6-sulfonylfluoride FC1=C(C=C2C=CC=NC2=C1)S(=O)(=O)F